N2,N2,N6,N6-tetrakis(2-methoxyethyl)-8-(4-(1-methyl-1H-1,2,4-triazol-3-yl)piperazin-1-yl)-N4-(3-(methylsulfonyl)benzyl)pyrimido[5,4-d]pyrimidine-2,4,6-triamine COCCN(C=1N=C(C2=C(N1)C(=NC(=N2)N(CCOC)CCOC)N2CCN(CC2)C2=NN(C=N2)C)NCC2=CC(=CC=C2)S(=O)(=O)C)CCOC